[N+](=O)([O-])C1=C(C=CC=C1)CC(C(=O)[O-])=O 2-Nitrophenylpyruvate